2-methylpyridine-4-carboaldehyde CC1=NC=CC(=C1)C=O